1-cyanooxy-3,4-dimethylbenzene C(#N)OC1=CC(=C(C=C1)C)C